O=C1NC(CCC1N1CC2=C(C=NC(=C2)C(=O)NCC2=CC=C(C(=O)NC3=CC=CC=C3)C=C2)C1=O)=O 4-[({[2-(2,6-dioxo-hexahydropyridin-3-yl)-3-oxo-2,3-dihydro-1H-pyrrolo[4,3-c]pyridin-6-yl]carbonyl}amino)methyl]-N-phenylbenzamide